tert-Butyl 3-[4-(4-chloro-2-fluoro-phenyl)phenyl]azetidine-1-carboxylate ClC1=CC(=C(C=C1)C1=CC=C(C=C1)C1CN(C1)C(=O)OC(C)(C)C)F